FC1(C[C@@]12CN([C@@H](C2)C(N[C@H](C(=O)OC)C[C@H]2C(NCCC2)=O)=O)C(=O)OC(C)(C)C)F tert-butyl (3S,6S)-1,1-difluoro-6-{[(2S)-1-methoxy-1-oxo-3-[(3S)-2-oxopiperidin-3-yl]propan-2-yl]carbamoyl}-5-azaspiro[2.4]heptane-5-carboxylate